ClC1=CC2=C(C=3C(OC(=NC31)C=3N(N=C(C3)C(F)(F)F)C3=NC=CC=C3Cl)=O)NN=C2 5-chloro-7-[2-(3-chloro-2-pyridinyl)-5-(trifluoromethyl)pyrazol-3-yl]-1H-pyrazolo[3,4-f][3,1]benzoxazin-9-one